7-chloro-3-fluorochromanone ClC1=CC=C2CC(C(OC2=C1)=O)F